3-chloro-2,4-dimethyl-5,7-dihydro-6H-pyrrolo[3,4-b]pyridine-6-carbonyl chloride ClC=1C(=C2C(=NC1C)CN(C2)C(=O)Cl)C